N(=[N+]=[N-])CCCCCCCCNP(OCC)(OCC)=O Diethyl 8-Azidooct-1-ylphosphoramidate